CC1=CC(=NN1)C(=O)O 5-methyl-3-pyrazolecarboxylic acid